N-methyl-N-(4-piperidinyl)piperidine-1-carboxamide TFA salt OC(=O)C(F)(F)F.CN(C(=O)N1CCCCC1)C1CCNCC1